N-(6-(3-(3,5-bis(trifluoromethyl)phenylsulfonamido)-2,6-difluorophenyl)quinazolin-2-yl)pivalamide FC(C=1C=C(C=C(C1)C(F)(F)F)S(=O)(=O)NC=1C(=C(C(=CC1)F)C=1C=C2C=NC(=NC2=CC1)NC(C(C)(C)C)=O)F)(F)F